ClC1=NC=C2N(C(N(C2=N1)CC1=CC=C(C=C1)C=1N(C=C(N1)Cl)C)=N)C 2-chloro-9-(4-(4-chloro-1-methyl-1H-imidazol-2-yl)benzyl)-7-methyl-7,9-dihydro-8H-purin-8-imine